CN(C)CC(C)C N,N-dimethyl-isobutylamine